C1=C2C=C(NC2=CC(=C1O)[O-])C(=O)O The molecule is an indolecarboxylate and a dihydroxyindole. It has a role as a human metabolite. It is a conjugate base of a 5,6-dihydroxyindole-2-carboxylic acid. It is a conjugate acid of a 5,6-dioxidoindole-2-carboxylate.